[(2-diethylamino-1,1-dimethylethyl)(trimethylsilyl)amino][bis(trimethylsilyl)amino]cobalt C(C)N(CC(C)(C)N([Si](C)(C)C)[Co]N([Si](C)(C)C)[Si](C)(C)C)CC